C(C1=CC=CC=C1)N(C(C)=O)\C(=C/C=C/C1=C(C(=C(C=C1)C)C)C)\C1=CC=C(C=C1)[N+](=O)[O-] N-Benzyl-N-((1Z,3E)-1-(4-nitrophenyl)-4-(trimethylphenyl)buta-1,3-dien-1-yl)acetamide